ClC1=CC(=C(C=C1)C1(OC2=C(O1)C=CC=C2C2CCN(CC2)CC=2N(C(=CN2)CCC(=O)O)CC2=CC(=CC=C2)OC)C)F 3-(2-((4-(2-(4-chloro-2-fluorophenyl)-2-methylbenzo[d][1,3]dioxol-4-yl)piperidin-1-yl)methyl)-1-(3-methoxybenzyl)-1H-imidazol-5-yl)propanoic acid